CN1N=C(C=C1C)NC1=NC=C(C(=N1)C1=CNC2=C(C=CC=C12)NC(C=O)=O)C N-(3-(2-((1,5-dimethyl-1H-pyrazol-3-yl)amino)-5-methylpyrimidin-4-yl)-1H-indol-7-yl)-2-oxoacetamide